N-(2,4-Dimethyl-5-oxo-5,6,7,8-tetrahydro-4H-pyrazolo[1,5-a][1,3]diazepin-6-yl)-1-(4-fluorobenzyl)-1H-1,2,4-triazol-3-carboxamid CC1=NN2C(N(C(C(CC2)NC(=O)C2=NN(C=N2)CC2=CC=C(C=C2)F)=O)C)=C1